BrC1=CN=C(N1)C1=CC=CC=C1 5-bromo-2-phenyl-1H-imidazole